C(C)N=C=NCCCN(C)C ethyl-(N',N'-dimethylamino)propylcarbodiimide